BrC=1N=C2N(COC3=C2C=NC=C3)C1C1=CC=C(C=C1)F 2-Bromo-3-(4-fluorophenyl)-5H-imidazo[1,2-c]pyrido[3,4-e][1,3]oxazine